[Si](C)(C)(C(C)(C)C)O[C@H](C(COC(CCC(=O)O)=O)(C)C)C(=O)NCCC(=O)NCCS (R)-4-(3-((tert-butyldimethylsilyl)oxy)-4-((3-((2-mercaptoethyl)amino)-3-oxopropyl)amino)-2,2-dimethyl-4-oxobutoxy)-4-oxobutanoic acid